ethyl 4-(((3R,4R)-1-((R)-3-fluoropyrrolidine-1-carbonyl)-4-methylpiperidin-3-yl)(methyl)amino)-1H-pyrrolo[2,3-b]pyridine-5-carboxylate F[C@H]1CN(CC1)C(=O)N1C[C@@H]([C@@H](CC1)C)N(C1=C2C(=NC=C1C(=O)OCC)NC=C2)C